O[C@H]1[C@@H]2[C@H]([C@@H]([C@H](C1)O2)C(=O)NC2=C(C=CC(=C2)C(F)(F)F)OC)C=2C(=NN(C2)C)C(F)(F)F (1S,2S,3R,4S,5R)-5-hydroxy-N-(2-methoxy-5-(trifluoromethyl)phenyl)-3-(1-methyl-3-(trifluoromethyl)-1H-pyrazol-4-yl)-7-oxabicyclo[2.2.1]heptane-2-carboxamide